N-((1R,2R,4S)-7-(4-methoxybenzyl)-7-azabicyclo[2.2.1]heptan-2-yl)-1-(6-phenylpyridin-2-yl)-1H-indazole-5-carboxamide COC1=CC=C(CN2[C@H]3[C@@H](C[C@@H]2CC3)NC(=O)C=3C=C2C=NN(C2=CC3)C3=NC(=CC=C3)C3=CC=CC=C3)C=C1